OP(O)OP(O)O.C(C)(C)(CC)C1=C(C(=CC(=C1)C)C(C)(C)CC)C(O)(C(CO)(CO)CO)C1=CC=CC=C1 2,6-di-tert-amyl-4-methylphenyL-phenyL-pentaerythritol diphosphite